[O-2].[Ti+4].[Y+3] yttrium-titanium oxide